OC(C)(C)C=1C(=CC2=CN(N=C2C1)C1CCN(CC1)CCOC1CCNCC1)NC(=O)C1=NC(=CC=C1)C(F)(F)F N-(6-(2-hydroxyprop-2-yl)-2-(1-(2-(piperidin-4-yloxy)ethyl)piperidin-4-yl)-2H-indazol-5-yl)-6-(trifluoromethyl)pyridinecarboxamide